(R)-tert-butyl-11-bromo-12-chloro-10-fluoro-5-carbonyl-1,2,4a,5,6,7-hexahydro-8-thia-3,5a,9,13c-tetraazanaphtho[3,2,1-de]anthracene-3(4H)-carboxylate C(C)(C)(C)OC(=O)N1C[C@@H]2C(N3CCSC=4N=C5C(=C(C(=CC5=C(C34)N2CC1)Cl)Br)F)=C=O